2-((4-chloro-3-formylquinolin-2-yl)oxy)acetic acid ClC1=C(C(=NC2=CC=CC=C12)OCC(=O)O)C=O